ClC=1C=C(CO[C@@H]2CN(C[C@H]2N2N=NC(=C2)C=2C=NC=CC2)C(C=C)=O)C=C(C1)C(F)(F)F 1-(trans-3-(3-chloro-5-(trifluoromethyl)benzyloxy)-4-(4-(pyridin-3-yl)-1H-1,2,3-triazol-1-yl)pyrrolidin-1-yl)prop-2-en-1-one